ethyl 5-[5,7-difluoro-2-(4-fluorophenyl)-1H-indol-3-yl]-1,3,4-oxadiazole-2-carboxylate FC=1C=C2C(=C(NC2=C(C1)F)C1=CC=C(C=C1)F)C1=NN=C(O1)C(=O)OCC